N1(CCCCC1)C(=O)NC=C 1-(1-piperidin-amido)-ethylene